Cl.Cl.N1C=NC(=C1)CCCN 3-(1H-imidazol-4-yl)propan-1-amine di-hydrochloride